pentachlorocobalt (III) chloride Cl[Co-3](Cl)(Cl)(Cl)(Cl)Cl